S1SSOON1 trithiadioxazine